N-[(1S)-2-[[(1S)-2-amino-2-oxo-1-[[(3S)-2-oxo-3-piperidyl]methyl]ethyl]amino]-1-(cyclopropylmethyl)-2-oxo-ethyl]-6-cyano-1H-indole-2-carboxamide NC([C@H](C[C@H]1C(NCCC1)=O)NC([C@H](CC1CC1)NC(=O)C=1NC2=CC(=CC=C2C1)C#N)=O)=O